6-(imidazo[1,2-a]pyridine-3-carbonyl)-N-(4-(2-meth-oxyethoxy)-3-(trifluorometh-yl)phenyl)-4,5,6,7-tetra-hydrothieno[2,3-c]pyridine-3-carboxamide N=1C=C(N2C1C=CC=C2)C(=O)N2CC1=C(CC2)C(=CS1)C(=O)NC1=CC(=C(C=C1)OCCOC)C(F)(F)F